(5-(4-((tosyloxy)methyl)-2-oxabicyclo[2.2.2]oct-1-yl)-1,2,4-oxadiazol-3-yl)benzoic acid methyl ester COC(C1=C(C=CC=C1)C1=NOC(=N1)C12OCC(CC1)(CC2)COS(=O)(=O)C2=CC=C(C)C=C2)=O